(2S,4r)-4-hydroxy-1-[(2S)-2-[4-(6-methoxy-2-pyridinyl)triazol-1-yl]-3,3-dimethyl-butyryl]-N-methyl-pyrrolidine-2-carboxamide O[C@@H]1C[C@H](N(C1)C([C@H](C(C)(C)C)N1N=NC(=C1)C1=NC(=CC=C1)OC)=O)C(=O)NC